NC1=CC=C(C=C1)[C@@H]1CCN(CC[C@H]1COC=1C=C2C(NCC2=CC1)=O)C(=O)OC(C)(C)C tert-butyl (trans)-4-(4-aminophenyl)-5-[((3-oxo-2,3-dihydro-1H-isoindol-5-yl)oxy)methyl]azepane-1-carboxylate